2,N-dicyclohexyl-2-[2-(2,4-dimethoxy-phenyl)-4-methyl-benzoimidazol-1-yl]-acetamide C1(CCCCC1)C(C(=O)NC1CCCCC1)N1C(=NC2=C1C=CC=C2C)C2=C(C=C(C=C2)OC)OC